FC(C(=O)[O-])(F)F.C[NH2+]OCCC methylpropyloxyammonium trifluoroacetate